1-[(8S)-4-(benzylamino)-8-methoxy-5,6,7,8-tetrahydroquinazolin-2-yl]-2-methyl-indole-4-carboxamide C(C1=CC=CC=C1)NC1=NC(=NC=2[C@H](CCCC12)OC)N1C(=CC=2C(=CC=CC12)C(=O)N)C